C1CCC2=C(C=3CCCC3C=C12)NC(=O)N=[S@](=O)(N)C1=CC(=CC=C1)C(C)(C)O (R)-N'-(1,2,3,5,6,7-hexahydro-s-indacen-4-ylcarbamoyl)-3-(2-hydroxypropan-2-yl)benzenesulfonimidamide